6-[5-(Difluoromethyl)-2-pyridinyl]-8-methoxy-N-[(1R)-1-(6-methylpyridazin-3-yl)ethyl]quinazolin-4-amine FC(C=1C=CC(=NC1)C=1C=C2C(=NC=NC2=C(C1)OC)N[C@H](C)C=1N=NC(=CC1)C)F